C[SiH2][C@@]1(C[C@H](O)[C@@H](CO)O1)N1C(=O)N=C(N)C=C1 methylsilyl-2'-deoxycytidine